3-bromo-1-(3-chloropyridin-2-yl)-N-(2,4-dichloro-6-(methylethylcarbamoyl)phenyl)-N-methyl-1H-pyrazole-5-carboxamide BrC1=NN(C(=C1)C(=O)N(C)C1=C(C=C(C=C1C(N(CC)C)=O)Cl)Cl)C1=NC=CC=C1Cl